CC1=C(C=CC=C1)P(O)(=O)C1=CC=CC=C1 (2-methylphenyl)phenylphosphinic acid